3-(Azepan-1-yl)aniline N1(CCCCCC1)C=1C=C(N)C=CC1